CN(C(=O)[C@@H]1CC12CCN(CC2)C(=O)OC(C(F)(F)F)C(F)(F)F)C2=NC=CC=C2 |o1:4| 1,1,1,3,3,3-hexafluoropropan-2-yl (R or S)-1-(methyl(pyridin-2-yl)carbamoyl)-6-azaspiro[2.5]octane-6-carboxylate